NC=1C=C(C=O)C=C(C1)Br 3-AMINO-5-BROMOBENZALDEHYDE